5-((2-allyl-1-(6-(2-hydroxypropan-2-yl)pyridin-2-yl)-3-oxo-2,3-dihydro-1H-pyrazolo[3,4-d]pyrimidin-6-yl)amino)isoindoline-2-carboxamidine C(C=C)N1N(C2=NC(=NC=C2C1=O)NC=1C=C2CN(CC2=CC1)C(=N)N)C1=NC(=CC=C1)C(C)(C)O